Methyl (R,E)-8-(2,4-dichlorophenyl)-9-(4-((1-(4-(dimethylamino)-4-oxobut-2-en-1-yl)pyrrolidin-3-yl)oxy)phenyl)-6,7-dihydro-5H-benzo[7]annulene-3-carboxylate ClC1=C(C=CC(=C1)Cl)\C=1\CCCC2=C(/C1/C1=CC=C(C=C1)O[C@H]1CN(CC1)CC=CC(=O)N(C)C)C=CC(=C2)C(=O)OC